3-Anisidine COC1=CC(=CC=C1)N